ClC1=CC=C(C=C1)C=1N=CN(C1C1=CC=NC=C1)CC(=O)N[C@@H]1COCC1 2-[4-(4-chlorophenyl)-5-(pyridin-4-yl)-1H-imidazol-1-yl]-N-[(3S)-oxolan-3-yl]acetamide